BrCCC=CCCCC\C=C/CC (9Z)-1-bromododeca-3,9-diene